[C+4].P(=O)([O-])([O-])[O-].[Fe+2].[Li+] lithium iron phosphate compound with carbon